4-(difluoromethyl)-4-hydroxypiperidine-1-carboxylic acid tert-butyl ester C(C)(C)(C)OC(=O)N1CCC(CC1)(O)C(F)F